ClC1=CC=C2C(=N1)N=C(O2)N2CCN(CC2)C(=O)C2=CC=C(C=C2)C=2N=NN(C2)C2(COC2)C [4-(5-chloro-[1,3]oxazolo[4,5-b]pyridin-2-yl)piperazin-1-yl]-[4-[1-(3-methyloxetan-3-yl)triazol-4-yl]phenyl]methanone